C[N+]1(CCOCC1)[O-] 4-methyl-4-oxido-morpholin-4-ium